(2'-(4,5-Dimethyl-1H-imidazol-2-yl)-3,4'-bipyridin-5-yl)(2-oxa-7-azaspiro[3.5]nonan-7-yl)methanone trifluoroacetate salt FC(C(=O)O)(F)F.CC=1N=C(NC1C)C1=NC=CC(=C1)C=1C=NC=C(C1)C(=O)N1CCC2(COC2)CC1